methyl 6-methoxy-2-((5s,8s)-1-methyl-2-oxo-3-oxa-1-azaspiro[4.5]dec-8-yl)-2H-indazole-5-carboxylate COC=1C(=CC2=CN(N=C2C1)C1CCC2(COC(N2C)=O)CC1)C(=O)OC